FC1=CC=C(C=C1)C=1C=NC2=CC=NC=C2C1 3-(4-fluorophenyl)-1,6-naphthyridine